1-(5-(3-(9H-purin-6-yl)pyridin-2-ylamino)-2-fluorophenyl)-3-(3-(trifluoromethyl)phenyl)urea N1=CN=C2NC=NC2=C1C=1C(=NC=CC1)NC=1C=CC(=C(C1)NC(=O)NC1=CC(=CC=C1)C(F)(F)F)F